hexahydro-3,3-dimethyl-N-[4-methyl-3-(4-methyl-2-oxazolyl)phenyl]-1H-azepine-1-carboxamide CC1(CN(CCCC1)C(=O)NC1=CC(=C(C=C1)C)C=1OC=C(N1)C)C